[Br-].Cl.NCC1=[N+](C2=C(N1CC)C=C(C=C2)OC)CC(N)=O 2-(aminomethyl)-3-(carbamoylmethyl)-1-ethyl-6-methoxy-1H-1,3-benzodiazole-3-ium hydrochloride bromide